FC1=C2C(=CN=CC2=CC=C1)N1C(N(C2=CC=C(C=C2C1=O)C(F)(F)F)CC1(CC1)C#N)=O 1-((3-(5-fluoroisoquinolin-4-yl)-2,4-dioxo-6-(trifluoromethyl)-3,4-dihydroquinazolin-1(2H)-yl)methyl)cyclopropane-1-carbonitrile